(S)-tert-butyl 6-(((benzyloxy)carbonyl)amino)-7-(((S)-1-((5-(4-((tert-butoxycarbonyl)amino)butoxy)-2-methylbenzyl)amino)-1-oxo-4-phenylbutan-2-yl)amino)-7-oxoheptanoate C(C1=CC=CC=C1)OC(=O)N[C@@H](CCCCC(=O)OC(C)(C)C)C(=O)N[C@H](C(=O)NCC1=C(C=CC(=C1)OCCCCNC(=O)OC(C)(C)C)C)CCC1=CC=CC=C1